(1r,3r)-3-((5-([1,2,4]triazolo[4,3-a]pyridin-6-yl)-4-methoxy-7H-pyrrolo[2,3-d]pyrimidin-2-yl)amino)-1-methylcyclobutan-1-ol N=1N=CN2C1C=CC(=C2)C2=CNC=1N=C(N=C(C12)OC)NC1CC(C1)(O)C